CC=[Si](C=1SC=CC1)C=1SC=CC1 methyl-methylene[bis(thiophen-2-yl)]monosilane